O=S1(N(CC(N1)=O)C=1C(=C(C=CC1O)C1=CC=C(C=C1)NS(=O)(=O)C(C)C)F)=O N-(3'-(1,1-dioxido-4-oxo-1,2,5-thiadiazolidin-2-yl)-2'-fluoro-4'-hydroxy-[1,1'-biphenyl]-4-yl)propane-2-sulfonamide